3-[(3S)-4,4-dimethyltetrahydrofuran-3-yl]-7-fluoro-benzimidazole-5-carboxylate CC1([C@@H](COC1)N1C=NC2=C1C=C(C=C2F)C(=O)[O-])C